FC(C(=O)OC(C(F)F)=O)F 2,2-difluoroacetyl 2,2-difluoroacetate